[Cu].NC1=NC=C(C=2C1=CN(N2)C2OCCCC2)NC(=O)C(=O)N(C)CC2=C(C=C(C=C2)C(F)(F)F)Cl N-(4-Amino-2-tetrahydropyran-2-yl-pyrazolo[4,3-c]pyridin-7-yl)-N'-[[2-chloro-4-(trifluoromethyl)phenyl]methyl]-N'-methyl-oxamide Copper